FC1=C(C=C(C=C1)NC(=O)N(CC(F)(F)F)C)N1N=C2N=CC(=CC2=C1)C(C)C 1-{4-fluoro-3-[5-(propan-2-yl)-2H-pyrazolo[3,4-b]pyridin-2-yl]phenyl}-3-methyl-3-(2,2,2-trifluoroethyl)urea